bismuth lead-tin-gallium-indium [In].[Ga].[Sn].[Pb].[Bi]